ClC=1C=NN(C(C1Cl)=O)CC(=O)NC1=CC(=C(C=C1)C=O)S(N(C)C)(=O)=O 2-(4,5-dichloro-6-oxopyridazin-1(6H)-yl)-N-(3-(N,N-dimethylsulfamoyl)-4-formylphenyl)acetamide